C1(=CC=CC=C1)CCCC[SiH3] phenylbutylsilane